3-(5-(1H-pyrazol-1-yl)pyrid-2-yl)-1-(2,6-difluorobenzyl)-5-((dimethylamino)methyl)-6-(4-aminophenyl)thieno[2,3-d]pyrimidine-2,4(1H,3H)-dione N1(N=CC=C1)C=1C=CC(=NC1)N1C(N(C2=C(C1=O)C(=C(S2)C2=CC=C(C=C2)N)CN(C)C)CC2=C(C=CC=C2F)F)=O